(RS)-4-methoxy-quinoline-2-carboxylic acid (4-pyrrolidin-3-yl-phenyl)-amide hydrochloride Cl.N1C[C@H](CC1)C1=CC=C(C=C1)NC(=O)C1=NC2=CC=CC=C2C(=C1)OC |r|